COC=1C=C(CN(C2=CC(=NC=C2)COCCOCC2=CC(=CC=C2)OC)CC2=CC(=CC=C2)N2CCN(CC2)C)C=CC1 N-(3-methoxybenzyl)-2-((2-(3-methoxybenzyloxy)ethoxy)methyl)-N-(3-(4-methylpiperazin-1-yl)benzyl)pyridin-4-amine